C=1N=CN2C1C=CC(=C2)C2=NC(=NC(=N2)NC(C)(C2=NC=CC=C2)C)N 6-imidazo[1,5-a]pyridin-6-yl-N2-[1-methyl-1-(2-pyridinyl)ethyl]-1,3,5-triazine-2,4-diamine